ClC=1C(=C(N=NC1)N)OC chloro-4-methoxypyridazin-3-amine